(R)-N-((1S,2R)-2-fluoro-1-(5-fluoro-2,3-dihydrobenzofuran-6-yl)-3-(2,4,6-trioxo-1-(tetrahydro-2H-pyran-4-yl)hexahydropyrimidin-5-yl)propyl)-2-methylpropane-2-sulfinamide F[C@@H]([C@H](C1=CC2=C(CCO2)C=C1F)N[S@](=O)C(C)(C)C)CC1C(NC(N(C1=O)C1CCOCC1)=O)=O